2-(((2-(3,8-diazabicyclo[3.2.1]octan-3-yl)-7-(thiazol-2-yl)benzo[d]oxazol-5-yl)oxy)methyl)propane-1,3-diol C12CN(CC(CC1)N2)C=2OC1=C(N2)C=C(C=C1C=1SC=CN1)OCC(CO)CO